tetraoctyl-benzene C(CCCCCCC)C1=C(C(=C(C=C1)CCCCCCCC)CCCCCCCC)CCCCCCCC